1-(5-(1-(4-ethylphenyl)-1H-pyrazol-4-yl)-1H-indol-3-yl)-3-((1r,3r)-3-methoxycyclobutyl)urea C(C)C1=CC=C(C=C1)N1N=CC(=C1)C=1C=C2C(=CNC2=CC1)NC(=O)NC1CC(C1)OC